Diphosphoryl Chloride P(=O)(OP(=O)(Cl)Cl)(Cl)Cl